1,2-dihydro-2,7-naphthyridin-1-one C1(NC=CC2=CC=NC=C12)=O